C(CCCCCCC)[Al](CCCCCCCC)CCCCCCCC trioctylaluminum